FC1=CN(C2=CC=C(C=C12)CN)C (3-fluoro-1-methylindol-5-yl)methylamine